dimethyl-2,2'-azobis(2-methyl propionate) (dimethyl 2,2'-azobis(2-methylpropionate)) CC(C(C(=O)O)(C)N=NC(C(=O)O)(C)C)C.COC(C(C)(C)N=NC(C(=O)OC)(C)C)=O